CN1N=CC(=C1)C1=CNC2=NC=CC=C21 3-(1-methylpyrazol-4-yl)-1H-pyrrolo[2,3-b]pyridin